1-{[3-(1-oxopropan-2-yl)phenyl]methyl}cyclopropane-1-carboxylic acid O=CC(C)C=1C=C(C=CC1)CC1(CC1)C(=O)O